N-(5-chloro-2-(2-methoxyethoxy)benzyl)-N-(5-(N-propylaminosulfonyl)-2,3-dihydro-1H-inden-2-yl)cyclopropanecarboxamide ClC=1C=CC(=C(CN(C(=O)C2CC2)C2CC3=CC=C(C=C3C2)S(=O)(=O)NCCC)C1)OCCOC